(2-((5-methoxy-7-methyl-1H-indol-4-yl)methyl)-2H-indazol-6-yl)methanol COC=1C(=C2C=CNC2=C(C1)C)CN1N=C2C=C(C=CC2=C1)CO